C1OC2(C=CSC2)OC1 4,4-ethylenedioxythiophene